N1N=C(C=C1)NC1=NC=CC=C1 N-(1H-pyrazol-3-yl)pyridin-2-amine